4-(6-(4-(3-hydroxy-3-methylbutyryl)piperazin-1-yl)-5-methylpyridin-3-yl)-6-(1-methyl-1H-pyrazol-4-yl)pyrazolo[1,5-a]pyridine-3-carbonitrile OC(CC(=O)N1CCN(CC1)C1=C(C=C(C=N1)C=1C=2N(C=C(C1)C=1C=NN(C1)C)N=CC2C#N)C)(C)C